4-(2-(6-(azetidin-1-yl)quinolin-2-yl)vinyl)-1-methylpyridin-1-ium iodide [I-].N1(CCC1)C=1C=C2C=CC(=NC2=CC1)C=CC1=CC=[N+](C=C1)C